(S)-4-(1-(6-aminohexyl)-1H-pyrazol-4-yl)-N-(2-((2-methylpyrrolidin-1-yl)methyl)-1H-benzo[d]imidazol-5-yl)benzamide hydrochloride Cl.NCCCCCCN1N=CC(=C1)C1=CC=C(C(=O)NC2=CC3=C(NC(=N3)CN3[C@H](CCC3)C)C=C2)C=C1